FC=1C=C2C(=CC=NC2=CC1)[C@H]1CC[C@H](CC1)[C@@H](C)NC1=NC2=C(N1)C=CC=C2 N-((R)-1-((cis)-4-(6-fluoroquinolin-4-yl)cyclohexyl)ethyl)-1H-benzo[d]imidazol-2-amine